[Si](C)(C)(C(C)(C)C)OC(C(C)C1=NC=2C(=C3C(=NC2)NC=C3)N1)C 2-(3-((tert-butyldimethylsilyl)oxy)but-2-yl)-1,6-dihydroimidazo[4,5-d]Pyrrolo[2,3-b]Pyridine